2-benzylidenimidazo[1,2-a]pyridin-3(2H)-one C(C1=CC=CC=C1)=C1N=C2N(C=CC=C2)C1=O